rac-Ethyl 2-(4,7-dichloro-6-(4-((4-hydroxypiperidin-1-yl)methyl)phenyl)-2H-indazol-2-yl)-2-((R)-6-fluoro-6,7-dihydro-5H-pyrrolo[1,2-c]imidazol-1-yl)acetate ClC=1C2=CN(N=C2C(=C(C1)C1=CC=C(C=C1)CN1CCC(CC1)O)Cl)[C@@H](C(=O)OCC)C1=C2N(C=N1)C[C@@H](C2)F |&1:25|